6-bromo-4-methylheptyl propoxymethyl ether C(CC)OCOCCCC(CC(C)Br)C